4-((3,6-dimethyl-2-oxo-7-phenyl-2,3-dihydro-1H-imidazo[4,5-c]pyridin-1-yl)methyl)benzenesulfonamide CN1C(N(C2=C1C=NC(=C2C2=CC=CC=C2)C)CC2=CC=C(C=C2)S(=O)(=O)N)=O